4-bromo-3-(hydroxymethyl)benzoic acid methyl ester COC(C1=CC(=C(C=C1)Br)CO)=O